O.[Si].[Al] aluminum silicon water